COC1=CC2=C(N=C(S2)NC(CBr)=O)C=C1 N-(6-methoxybenzothiazolyl)-2-bromoacetamide